C(CC=C)C1(CN(C1)C(=O)OC(C)(C)C)C#N tert-butyl 3-but-3-enyl-3-cyano-azetidine-1-carboxylate